C1(CC1)C1=C(C=C(C(=C1)I)C)N(C(C#CCC)=O)C1=NC=2C(N(CCC2C=C1)C)=O N-(2-cyclopropyl-4-iodo-5-methylphenyl)-N-(7-methyl-8-oxo-5,6,7,8-tetrahydro-1,7-naphthyridin-2-yl)pent-2-ynamide